nitro-2,4,6-triamino-1,3,5-triazine [N+](=O)([O-])N1C(N=C(N=C1N)N)N